COC(C1=C(C=C(C=C1)C(F)(F)F)NC1=C(C=C(C=C1)F)OCC1=CC=CC=C1)=O ((2-(benzyloxy)-4-fluorophenyl)amino)-4-(trifluoromethyl)-benzoic acid methyl ester